1-(5-[(5-chlorothiophen-2-yl)methyl]amino-3-(4-methylpiperidin-4-yl)-1H-pyrazol-1-yl)-3-hydroxy-2,2-dimethylpropan-1-one ClC1=CC=C(S1)CNC1=CC(=NN1C(C(CO)(C)C)=O)C1(CCNCC1)C